ethyl (E)-3-(3-aminopyridin-4-yl)but-2-enoate NC=1C=NC=CC1/C(=C/C(=O)OCC)/C